O[C@H](C(=O)O)CN1C=CC2=CC=CC=C12 (S)-2-hydroxy-3-(1H-indol-1-yl)propanoic acid